N[C@@H]1[C@@H](OCC12CCN(CC2)C=2C(=NC(=CN2)SC2=CC=NC1=C2OC[C@@H]2N1C[C@H](C2)OC)CO)C (3-((3S,4S)-4-amino-3-methyl-2-oxa-8-azaspiro[4.5]decan-8-yl)-6-(((6aR,8S)-8-methoxy-6a,7,8,9-tetrahydro-6H-pyrido[3,2-b]pyrrolo[1,2-d][1,4]oxazin-4-yl)thio)pyrazin-2-yl)methanol